glyceryl stearidonoate C(CCCC\C=C/C\C=C/C\C=C/C\C=C/CC)(=O)OCC(O)CO